ClC1=C(C(N(C(N1CC#CC1=CC(=CC=C1)O)=O)C)=O)NC(CCC1=CC=C(C=C1)C#N)=O N-(6-chloro-1-(3-(3-hydroxyphenyl)prop-2-yn-1-yl)-3-methyl-2,4-dioxo-1,2,3,4-tetrahydropyrimidin-5-yl)-3-(4-cyanophenyl)propanamide